O1[C@@H](COCC1)CNC(=O)C1=C(C2=C(C[C@@H](C3=CN(N=C23)CC2CCN(CC2)C(C(CC)=O)=O)C)O1)C(F)(F)F (4S)-N-{[(2R)-1,4-Dioxan-2-yl]methyl}-4-methyl-2-{[1-(2-oxobutanoyl)piperidin-4-yl]methyl}-8-(trifluoromethyl)-4,5-dihydro-2H-furo[2,3-g]indazol-7-carboxamid